Cl.C(C)(C)(C)N[C@@H](C)C=1N(N=C(N1)Cl)C1=NC=CC=N1 tert-butyl-(1S)-1-(5-chloro-2-pyrimidin-2-yl-1,2,4-triazol-3-yl)ethylamine-hydrochloride